FC=1C=C(C=CC1)C1=CC(=CC=C1)C[C@@H]1C=2N(CC[C@@H]1NS(=O)(=O)C)C=C(N2)C |o1:14,19| rel-N-{(7S,8S)-8-[(3'-fluoro[1,1'-biphenyl]-3-yl)methyl]-2-methyl-5,6,7,8-tetrahydroimidazo[1,2-a]pyridin-7-yl}methanesulfonamide